N,4-dimethylamphetamine CNC(C)CC1=CC=C(C=C1)C